tri(isopropyl)scandium C(C)(C)[Sc](C(C)C)C(C)C